C(C)OC(=O)C=1OC2(CCC2)CC1OS(=O)(=O)C(F)(F)F.ClCCCOC1=CC=C(C=C1)N=NC1=CC=C(C(=O)NC2=C3CN(C(C3=CC=C2)=O)C2C(NC(CC2)=O)=O)C=C1 4-((4-(3-chloropropoxy)phenyl)diazenyl)-N-(2-(2,6-dioxopiperidin-3-yl)-1-oxoisoindol-4-yl)benzamide ethyl-7-(((trifluoromethyl)sulfonyl)oxy)-5-oxaspiro[3.4]oct-6-ene-6-carboxylate